1-methyl-N-[(1s,4s)-4-{[2-(trifluoromethyl)imidazo[1,2-a]pyridin-5-yl]amino}cyclohexyl]-1H-imidazole-5-carboxamide CN1C=NC=C1C(=O)NC1CCC(CC1)NC1=CC=CC=2N1C=C(N2)C(F)(F)F